C1(CC1)[C@H](C1=CC=2N(N=C1)C=C(N2)[C@@H](NC(=O)C2=CC=NN2C(C)C)C2CCC(CC2)(F)F)NC(C[C@@H](C(F)(F)F)C)=O |o1:36| N-((S)-(7-((R)-Cyclopropyl((S*)-4,4,4-trifluoro-3-methylbutanamido)methyl)imidazo[1,2-b]pyridazin-2-yl)(4,4-difluorocyclohexyl)methyl)-1-isopropyl-1H-pyrazole-5-carboxamide